C(C)(=O)C=1C=C(C=C2C(C3=C(C=4C=CC=NC4CC3)OC12)=O)F 11-acetyl-9-fluoro-5,6-dihydro-7H-chromeno[2,3-f]quinolin-7-one